2-fluorooctadeca-2-enoic acid ethyl ester C(C)OC(C(=CCCCCCCCCCCCCCCC)F)=O